(R)-N-(4-(azetidin-1-yl)-1-(3-((5-bromopyrimidin-2-yl)amino)pyrrolidin-1-yl)phthalazin-6-yl)acrylamide formate C(=O)O.N1(CCC1)C1=NN=C(C2=CC=C(C=C12)NC(C=C)=O)N1C[C@@H](CC1)NC1=NC=C(C=N1)Br